CN(C1=CC=C(OC=2N=C(C3=C(N2)C=NC=C3)O)C=C1)C1=NC=C(C=C1)C 2-[4-[methyl-(5-methylpyridin-2-yl)amino]phenoxy]pyrido[3,4-d]pyrimidin-4-ol